benzyl 4-(2-[[4-(3-[3-amino-6-[2-(methoxymethoxy)phenyl]pyridazin-4-yl]-3,8-diazabicyclo[3.2.1]octan-8-yl)pyridin-2-yl]oxy]ethyl)piperazine-1-carboxylate NC=1N=NC(=CC1N1CC2CCC(C1)N2C2=CC(=NC=C2)OCCN2CCN(CC2)C(=O)OCC2=CC=CC=C2)C2=C(C=CC=C2)OCOC